3-(6-{5-chloro-2-[(Oxan-4-yl)amino]pyrimidin-4-yl}-1-oxo-2,3-dihydro-1H-isoindol-2-yl)propionic acid ClC=1C(=NC(=NC1)NC1CCOCC1)C1=CC=C2CN(C(C2=C1)=O)CCC(=O)O